7-chloro-6-(4-cyclopropylbenzyl)-2,3-dihydrobenzofuran ClC1=C(C=CC=2CCOC21)CC2=CC=C(C=C2)C2CC2